C1(=CC=CC=C1)N(C1=CC=C(C=C1)C=CC(C(C)(C)O)=O)C1=CC=CC=C1 1-(4-(diphenylamino)phenyl)-4-hydroxy-4-methylpent-1-en-3-one